C(CCCCCCCCCCCCCCCCC)[NH-].[Na+] sodium octadecylamide